methyl 2-(5-chloro-2-(isobutyryloxy)benzylideneamino)-3-meth-ylbutanoate ClC=1C=CC(=C(C=NC(C(=O)OC)C(C)C)C1)OC(C(C)C)=O